4-iodo-1-((4-methoxyphenyl)sulfonyl)-1H-indole-3-carbaldehyde IC1=C2C(=CN(C2=CC=C1)S(=O)(=O)C1=CC=C(C=C1)OC)C=O